CN(CCN(C)C[C@@]1(C(C1)(F)F)CO)C [(1R)-1-({[2-(dimethylamino)ethyl](methyl)amino}methyl)-2,2-difluorocyclopropyl]methanol